FC1=C(C=CC(=N1)C(=O)NC)N1CC2(C1)CN(C2)CC=2C(=C1NC(C(=NC1=CC2)C)=O)F 6-fluoro-5-(6-((5-fluoro-2-methyl-3-oxo-3,4-dihydroquinoxalin-6-yl)methyl)-2,6-diazaspiro[3.3]heptan-2-yl)-N-methylpicolinamide